1-[2-(5-oxo-4,5-dihydropyrazin-2-yl)acetyl]pyrrolidine-2-carboxamide O=C1NC=C(N=C1)CC(=O)N1C(CCC1)C(=O)N